ethyl hydrogen ((3-bromo-7-(3-(methylsulfonyl)propoxy)-5-(1H-1,2,4-triazol-3-yl)benzo[b]thiophen-2-yl)difluoromethyl)phosphonate BrC=1C2=C(SC1C(F)(F)P(OCC)(O)=O)C(=CC(=C2)C2=NNC=N2)OCCCS(=O)(=O)C